N-(3-Bromo-propyl)-acetamide BrCCCNC(C)=O